7-methoxy-N-(4-methylthiazol-2-yl)-2-phenylquinoline-4-carboxamide COC1=CC=C2C(=CC(=NC2=C1)C1=CC=CC=C1)C(=O)NC=1SC=C(N1)C